CC1CCC(N(C1)C(C(=O)NC=1C=C(C=NC1)C(=O)N)=O)C1=CC(=CC=C1)C(F)(F)F 5-[[2-[5-Methyl-2-[3-(trifluoromethyl)phenyl]-1-piperidyl]-2-oxo-acetyl]amino]pyridine-3-carboxamide